C[C@H](CCCCC)C(C(C)C)=O |r| (±)-6,8-dimethylnonan-7-al